3-[(2,6-dimethylbenzyl)sulfanyl]-5-propyl-[1,2,4]triazolo[4,3-a]pyrimidin-7(8H)-one CC1=C(CSC2=NN=C3N2C(=CC(N3)=O)CCC)C(=CC=C1)C